C1(C(C(CCCC1)C(=O)O)C(=O)O)C1CCCCCC1 bicycloheptane-2,3-dicarboxylic acid